4-((tert-Butoxycarbonyl)amino)bicyclo[2.2.2]octane-1-carboxylic acid methyl ester COC(=O)C12CCC(CC1)(CC2)NC(=O)OC(C)(C)C